N-[5-(1H-benzimidazol-2-yl)-1H-pyrazol-3-yl]-6-(2-oxa-6-azaspiro[3.3]heptan-6-yl)pyridine-3-carboxamide N1C(=NC2=C1C=CC=C2)C2=CC(=NN2)NC(=O)C=2C=NC(=CC2)N2CC1(COC1)C2